FC=1C=C(C=C(C1C)F)C1=CN=C2C(=N1)NN=C2 6-(3,5-Difluoro-4-methyl-phenyl)pyrazolo[3,4-b]pyrazin